[4-(2-hydroxyethoxy)phenyl]fluorene OCCOC1=CC=C(C=C1)C1=CC=CC=2C3=CC=CC=C3CC12